9,9',9'',9'''-(4-(3-(4,6-diphenylpyrimidin-2-yl)phenyl)pyridine-2,3,5,6-tetrayl)tetrakis(3,6-dimethyl-9H-carbazole) C1(=CC=CC=C1)C1=NC(=NC(=C1)C1=CC=CC=C1)C=1C=C(C=CC1)C1=C(C(=NC(=C1N1C2=CC=C(C=C2C=2C=C(C=CC12)C)C)N1C2=CC=C(C=C2C=2C=C(C=CC12)C)C)N1C2=CC=C(C=C2C=2C=C(C=CC12)C)C)N1C2=CC=C(C=C2C=2C=C(C=CC12)C)C